Disodium 1-amino-4-[[4-[(2-bromo-1-oxoallyl)amino]-2-sulfonatophenyl]amino]-9,10-dihydro-9,10-dioxoanthracene-2-sulfonate NC1=C(C=C(C=2C(C3=CC=CC=C3C(C12)=O)=O)NC1=C(C=C(C=C1)NC(C(=C)Br)=O)S(=O)(=O)[O-])S(=O)(=O)[O-].[Na+].[Na+]